(1s,4s)-4-(8-(2-chloro-4-cyano-6-fluorophenylamino)-2-(isopropylamino)-9H-purin-9-yl)cyclohexanecarboxamide ClC1=C(C(=CC(=C1)C#N)F)NC=1N(C2=NC(=NC=C2N1)NC(C)C)C1CCC(CC1)C(=O)N